N-(((1-((2-(3,5-dichlorophenyl)-6-((2-(4-methylpiperazin-1-yl)pyrimidin-5-yl)oxy)pyridin-4-yl)methyl)piperidin-4-yl)methyl)carbamoyl)methanesulfonamide ClC=1C=C(C=C(C1)Cl)C1=NC(=CC(=C1)CN1CCC(CC1)CNC(=O)NS(=O)(=O)C)OC=1C=NC(=NC1)N1CCN(CC1)C